CN(C(OC(C)(C)C)=O)CC1CCNCC1 tert-butyl N-methyl-N-(piperidin-4-ylmethyl)carbamate